13(S)-hydroxyoctadeca-9Z,11E-dienoic acid CCCCC[C@@H](/C=C/C=C\CCCCCCCC(=O)O)O